butyl-benzenepropionaldehyde C(CCC)C1=C(C=CC=C1)CCC=O